3-(5-((2-(7-((3-((2,6-dimethylphenyl)amino)-1-methyl-1H-pyrazolo[3,4-d]pyrimidin-6-yl)amino)-3,4-dihydroisoquinolin-2(1H)-yl)-2-oxoethyl)amino)-1-oxoisoindolin-2-yl)piperidin-2,6-dione CC1=C(C(=CC=C1)C)NC1=NN(C2=NC(=NC=C21)NC2=CC=C1CCN(CC1=C2)C(CNC=2C=C1CN(C(C1=CC2)=O)C2C(NC(CC2)=O)=O)=O)C